tert-butyl 5-[[1-(tert-butoxycarbonyl)azetidin-3-yl]carbamoyl]-2-(2,3-dichloro-6-methoxyphenyl)piperidine-1-carboxylate C(C)(C)(C)OC(=O)N1CC(C1)NC(=O)C1CCC(N(C1)C(=O)OC(C)(C)C)C1=C(C(=CC=C1OC)Cl)Cl